methyl (S)-2-(2,6-difluoro-4-((R)-3-(trifluoromethyl)morpholino) benzamido)-3-(8-(4-methoxy-1,6-dimethyl-2-oxo-1,2-dihydropyridin-3-yl)imidazo[1,2-a]pyridin-5-yl)propanoate FC1=C(C(=O)N[C@H](C(=O)OC)CC2=CC=C(C=3N2C=CN3)C=3C(N(C(=CC3OC)C)C)=O)C(=CC(=C1)N1[C@H](COCC1)C(F)(F)F)F